N(=C=O)CCC=CCCN=C=O 1,6-diisocyanato-3-hexene